[Li+].C(C(=C)C)(=O)[O-] methacrylic acid lithium salt